CC(C(=O)NNC(=O)[C@H]1N2C(N([C@H](CC1)C2)OS(=O)(=O)O)=O)C.[Na] Sodium (2S,5R)-N'-(2-methylpropanoyl)-7-oxo-6-(sulfooxy)-1,6-diazabicyclo[3.2.1]octane-2-carbohydrazide